C1(CC1)NC(=O)C1=CN=C2N1N=C(C=C2N(C)CC2=CC=C(C=C2)OC)N2CCC1=C(C=CC=C21)C2=NC=C(C=C2)C2OCCO2 N-cyclopropyl-6-{4-[5-(1,3-dioxolan-2-yl)pyridin-2-yl]-2,3-dihydroindol-1-yl}-8-{[(4-methoxyphenyl)methyl](methyl)amino}imidazo[1,2-b]pyridazine-3-carboxamide